CC(CNC1=CC=CC(=N1)C1=NC2=CC(=NC=C2C=C1)CNC(C1=CN=CC(=C1)S(=O)(=O)C)=O)(C)N1CCOCC1 N-((2-(6-((2-methyl-2-morpholinopropyl)amino)pyridin-2-yl)-1,6-naphthyridin-7-yl)methyl)-5-(methylsulfonyl)nicotinamide